2-bromo-6-methoxybenzo[b]thiophene BrC1=CC2=C(S1)C=C(C=C2)OC